C(#C)C=1C=CC2=C(C(=NCC=3N2C=NC3C3=NC(=NO3)C)C3=NC=CC=C3)C1 5-(8-ethynyl-6-(pyridin-2-yl)-4H-benzo[f]imidazo[1,5-a][1,4]diazepin-3-yl)-3-methyl-1,2,4-oxadiazole